1-(pyrrolidin-3-yl)methanamine N1CC(CC1)CN